C(#N)C(C)(C)C=1C=C(C=CC1)B(O)O (3-(2-cyanopropan-2-yl)phenyl)boronic acid